C(CCCCCCCCCCC)(=O)[O-] lauric acid anion